rac-(1S,2S)-2-hydroxy-1-methylcyclopentane-1-carbonitrile O[C@@H]1[C@@](CCC1)(C#N)C |r|